NC1=CC=C(C=N1)C(CN(C)CCO)O 1-(6-Aminopyridin-3-yl)-2-[2-hydroxyethyl-(methyl)amino]Ethanol